CS(=O)(=O)OCC1CCC(CC1)OC ((1s,4s)-4-methoxycyclohexyl)-methyl methanesulfonate